N-(1,1-dioxothien-3-yl)-5-hydroxy-pyridine-4-sulfonamide O=S1(C=C(C=C1)NS(=O)(=O)C1=CC=NC=C1O)=O